(cyclopropylsulfonyl)-5-((3-fluorobenzyl)oxy)-2-methylbenzofuran-3-carboxamide C1(CC1)S(=O)(=O)C1=C(C=CC2=C1C(=C(O2)C)C(=O)N)OCC2=CC(=CC=C2)F